(±)-trans-4-benzyl-N-[3-(pyridin-3-yl)phenyl]pyrrolidine-3-carboxamide dihydrochloride Cl.Cl.C(C1=CC=CC=C1)[C@H]1[C@@H](CNC1)C(=O)NC1=CC(=CC=C1)C=1C=NC=CC1 |r|